1,3,6-triacryloylhexahydro-1,3,5-triazine C(C=C)(=O)N1CN(CNC1C(C=C)=O)C(C=C)=O